C(N)(=O)C1=CC(=C2C=NN(C2=C1)CCC(=O)O)C1=NN=C(N1)C1=CC(=NN1CC)C 3-{6-carbamoyl-4-[5-(1-ethyl-3-methyl-1H-pyrazol-5-yl)-4H-1,2,4-triazol-3-yl]-1H-indazol-1-yl}propanoic acid